N-((5-(2,6-difluorophenyl)pyridin-2-yl)methyl)-5,6,7,8-tetrahydroquinolin-8-amine FC1=C(C(=CC=C1)F)C=1C=CC(=NC1)CNC1CCCC=2C=CC=NC12